hydroxybenzothiophen OC=1SC2=C(C1)C=CC=C2